3-(4-(((1r,4r)-4-aminocyclohexyl)(3-(tetrahydrofuran-2-yl)propyl)amino)-1-oxoisoindolin-2-yl)piperidine-2,6-dione NC1CCC(CC1)N(C1=C2CN(C(C2=CC=C1)=O)C1C(NC(CC1)=O)=O)CCCC1OCCC1